(R)-3-(tert-butyl)-N-(1-(2-methyl-4-(7-(2-(piperazin-1-yl)ethyl)-9H-pyrimido[4,5-b]indol-4-yl)phenyl)ethyl)-1,2,4-oxadiazole-5-carboxamide hydrochloride Cl.C(C)(C)(C)C1=NOC(=N1)C(=O)N[C@H](C)C1=C(C=C(C=C1)C1=NC=NC=2NC3=CC(=CC=C3C21)CCN2CCNCC2)C